[Cl-].C[N+]1(CCN(CC1)C=1C=C2[C@H](CN(CC2=CC1)C1=C2C(=NC=C1)N(N=C2)C)C)C (4R)-6-(4,4-dimethylpiperazin-4-ium-1-yl)-4-methyl-2-(1-methylpyrazolo[3,4-b]pyridin-4-yl)-3,4-dihydro-1H-isoquinoline chloride